(2-ethylhexyl) ((2-ethylhexyl) phosphonate) C(C)C(CP(OCC(CCCC)CC)([O-])=O)CCCC